rac-N-(6-amino-5-methyl-3-pyridyl)-2-[(2R,4S,5R)-4-Isopropoxy-5-methyl-2-phenyl-1-piperidyl]-2-oxo-acetamide NC1=C(C=C(C=N1)NC(C(=O)N1[C@H](C[C@@H]([C@@H](C1)C)OC(C)C)C1=CC=CC=C1)=O)C |r|